2-chloro-3-hydroxypropionic acid ClC(C(=O)O)CO